((2R,3S,4R,5R)-5-(4-aminopyrrolo[2,1-f][1,2,4]triazin-7-yl)-5-cyano-3,4-dihydroxytetrahydrofuran-2-yl)methyl 2-phenylacetate C1(=CC=CC=C1)CC(=O)OC[C@H]1O[C@@]([C@@H]([C@@H]1O)O)(C#N)C1=CC=C2C(=NC=NN21)N